C(C)(C)(C)C=1C=C(C=C(C1O)C(C)(C)C)CCC(=O)Cl (3,5-di-tert-butyl-4-hydroxyphenyl)propionyl chloride